ClC/1=C(CCC\C1=C/O)C=O (E)-2-chloro-3-(hydroxymethylene)cyclohexane-1-ene-1-formaldehyde